C(=O)O.ClC=1C(=CC(=C(C(=O)NS(=O)(=O)C2=C(C=C(C=C2F)N2CC(CCC2)N(C)C)F)C1)F)OCC1CCCC1 5-chloro-4-(cyclopentylmethoxy)-N-((4-(3-(dimethylamino)piperidin-1-yl)-2,6-difluorophenyl)sulfonyl)-2-fluorobenzamide formate